BrC=1C2=CC=C(N2)C(=C2C=CC(C(=C3C=CC(=C(C=4C=CC1N4)C4=C(C(=C(C(=C4F)F)F)F)F)N3)Br)=N2)C2=C(C(=C(C(=C2F)F)F)F)F 5,15-dibromo-10,20-di(pentafluorophenyl)porphyrin